tert-Butyl (S)-(1-chloro-5-((4-chlorobenzyl)oxy)-2-oxopentan-3-yl)carbamate ClCC([C@H](CCOCC1=CC=C(C=C1)Cl)NC(OC(C)(C)C)=O)=O